COC1=C(C=CC(=C1)NS(=O)(=O)CCC)N1N=C(C=2C=NC(=CC21)C=2C=NN1C2N=CC=C1)C(=O)NCCCN1CCOCC1 1-(2-methoxy-4-(propylsulfonylamino)phenyl)-N-(3-morpholinopropyl)-6-(pyrazolo[1,5-a]pyrimidin-3-yl)-1H-pyrazolo[4,3-c]pyridine-3-carboxamide